4-(4-isopropoxyphenyl)methylene-2,6-di-tert-butyl-2,5-cyclohexadiene-1-one C(C)(C)OC1=CC=C(C=C1)C=C1C=C(C(C(=C1)C(C)(C)C)=O)C(C)(C)C